C(C1=CC=CC=C1)N1C[C@H]([C@@H](CC1)C(=O)N1CCC(CC1)(O)CN1C=NC2=C(C1=O)N=CC=C2)C=2SC=CC2 3-[[1-[(3S,4R)-1-benzyl-3-(2-thienyl)piperidine-4-carbonyl]-4-hydroxy-4-piperidinyl]methyl]pyrido[3,2-d]pyrimidin-4-one